9-chloro-10H-phenoxazine-3-carbaldehyde ClC=1C=CC=C2OC=3C=C(C=CC3NC12)C=O